2-(4-chloropyridin-2-yl)-6,7-dihydro-5H-cyclopenta[d]pyrimidin-4-ol ClC1=CC(=NC=C1)C=1N=C(C2=C(N1)CCC2)O